FC(C(=O)O)(F)F.NC=1C=2N(C=C(N1)C)C(=CN2)C=2C=CC(=C(C2)S(=O)(=O)NC21CCC(C2)(C1)C#N)F 5-(8-Amino-6-methylimidazo[1,2-a]pyrazin-3-yl)-N-(4-cyanobicyclo[2.1.1]hexan-1-yl)-2-fluorobenzenesulfonamide trifluoroacetate salt